O=C1CCN(CC1)C1=CC=C(C(=O)O)C=C1 4-(4-Oxopiperidin-1-yl)benzoic acid